N-(2-fluoro-5-((2-(methylamino)thiazolo[5,4-b]pyridin-5-yl)oxy)phenyl)-1-(4-fluorophenyl)-5-(methylsulfonyl)-1H-pyrazole-3-carboxamide FC1=C(C=C(C=C1)OC1=CC=C2C(=N1)SC(=N2)NC)NC(=O)C2=NN(C(=C2)S(=O)(=O)C)C2=CC=C(C=C2)F